[Na+].S(=O)(=O)([O-])C=1C=C(C(=O)[O-])C=CC1.[Na+] 3-(sulfo)benzoic acid sodium salt